tert-Butyl (S)-3-((1-(4-bromophenyl)-2,2,2-trifluoroethyl)(methyl)carbamoyl)-3-fluoroazetidine-1-carboxylate BrC1=CC=C(C=C1)[C@@H](C(F)(F)F)N(C(=O)C1(CN(C1)C(=O)OC(C)(C)C)F)C